NC1=NC=NC=2C3=C(\C(\C(C12)(C)C)=N/OCCC#N)C=C(C=C3)O[C@@H]3CC[C@@H](CC3)N 3-[(Z)-[4-amino-8-(cis-4-aminocyclohexoxy)-5,5-dimethyl-benzo[h]quinazolin-6-ylidene]amino]oxypropanenitrile